N-(3-(3,5-dimethylisoxazol-4-yl)-4-(2-(2-oxo-1-oxa-8-azaspiro[4.5]decan-8-yl)ethoxy)phenyl)cyclopropanecarboxamide CC1=NOC(=C1C=1C=C(C=CC1OCCN1CCC2(CCC(O2)=O)CC1)NC(=O)C1CC1)C